2-[4-[(3-Cyano-4-fluoro-1H-indol-7-yl)sulfamoyl]pyrazol-1-yl]-2-methyl-propanamid C(#N)C1=CNC2=C(C=CC(=C12)F)NS(=O)(=O)C=1C=NN(C1)C(C(=O)N)(C)C